2',3-bis[3-[3,5-di-tert-butyl-4-hydroxyphenyl]propioyl]propionohydrazide C(C)(C)(C)C=1C=C(C=C(C1O)C(C)(C)C)CCC(=O)NNC(CCC(CCC1=CC(=C(C(=C1)C(C)(C)C)O)C(C)(C)C)=O)=O